C(C)(C)C1=C(C=C(C=C1OP(=O)(O)[O-])C=CC1=CC=CC=C1)OP(=O)(O)[O-] 2-isopropyl-5-styryl-1,3-phenylenedi(dihydrogen phosphate)